FC1CCN(CC1)[C@@H]1CNCCC1 4-fluoro-1-[(3S)-3-piperidyl]piperidine